N1CCC(CC1)C=1C=NN2C1C=CC(=C2)CN2CCOCC2 4-((3-(piperidin-4-yl)pyrazolo[1,5-a]pyridin-6-yl)methyl)morpholine